N4-benzyl-2-chloro-N1-(4-chloro-3-(pyridin-2-yl)phenyl)-N4-(2-hydroxyethyl)terephthalamide C(C1=CC=CC=C1)N(C(C1=CC(=C(C(=O)NC2=CC(=C(C=C2)Cl)C2=NC=CC=C2)C=C1)Cl)=O)CCO